ClC1=NN(C=C1)C1=C(C(=NN(C1=O)C1=C(C=C(C=C1C)C(F)(F)F)C)C(=O)OCC)O ethyl 5-(3-chloro-1H-pyrazol-1-yl)-1-[2,6-dimethyl-4-(trifluoromethyl)phenyl]-4-hydroxy-6-oxo-1,6-dihydropyridazine-3-carboxylate